ClC=1C(=NC(=NC1)NC=1C=NN(C1)C1CC1)C=1C(=C(C(=O)O)C=CC1)F (5-chloro-2-((1-cyclopropyl-1H-pyrazol-4-yl)amino)pyrimidin-4-yl)-2-fluorobenzoic acid